C(C=1OCC(N1)C(=O)OC)([2H])([2H])[2H] Methyl 2-(methyl-d3)-4,5-dihydrooxazole-4-carboxylate